2,4,4-trimethylpentylphosphine CC(CP)CC(C)(C)C